N1=C(C=CC=C1C1=C(C=CC=C1)C=1C(=C(C=C(C1)C)N1C2=CC=CC=C2C=2C=CC=CC12)O)C1=C(C=CC=C1)C=1C(=C(C=C(C1)C)N1C2=CC=CC=C2C=2C=CC=CC12)O 2',2'''-(pyridine-2,6-diyl)bis(3-(9H-carbazol-9-yl)-5-methyl-[1,1'-biphenyl]-2-ol)